ClC1=C(C=2N=CN=CC2C=N1)F 7-chloro-8-fluoropyrido[4,3-d]pyrimidine